N1(N=NC2=C1C=CC=C2)CCC[N+](C)(C)C 3-(1H-benzo[d][1,2,3]triazol-1-yl)-N,N,N-trimethyl-propan-1-aminium